C(CCCC)N1C(=CC=C1)C=O pentyl-1H-pyrrole-2-carbaldehyde